5-(3-isopropyl-5-(1-(2-(methylamino)ethyl)piperidin-4-yl)-1H-indol-2-yl)-1,3-dimethylpyridin-2(1H)-one C(C)(C)C1=C(NC2=CC=C(C=C12)C1CCN(CC1)CCNC)C=1C=C(C(N(C1)C)=O)C